N-(2-(2-((6-(piperazin-1-yl)pyridin-3-yl)amino)quinazolin-8-yl)pyridin-4-yl)acrylamide N1(CCNCC1)C1=CC=C(C=N1)NC1=NC2=C(C=CC=C2C=N1)C1=NC=CC(=C1)NC(C=C)=O